(S)-5-methyl-N-(3-(1-((7-(pyridin-4-yl)-5H-pyrrolo[2,3-b]pyrazin-2-yl)amino)ethyl)phenyl)nicotinamide methyl-(S)-3-((2-amino-5-chlorophenyl)amino)-4,4-dimethylvalerate COC(C[C@@H](C(C)(C)C)NC1=C(C=CC(=C1)Cl)N)=O.CC=1C=NC=C(C(=O)NC2=CC(=CC=C2)[C@H](C)NC=2N=C3C(=NC2)NC=C3C3=CC=NC=C3)C1